butyl-2-propenoate (butyl acrylate) C(CCC)C(C(=O)O)=C.C(CCC)OC(C=C)=O